O(C1=CC=CC=C1)N1NC=CC1 phenoxy-pyrazoline